FC(C(=O)O)(F)F.O\N=C(/N)\C1=C(C=C(C=C1)C1=CC=CC=C1)C1=CC=C(C=N1)CN(C(CCCC)=O)[C@H](C(=O)OC(C)(C)C)C(C)C (S,Z)-tert-Butyl 2-(N-((6-(4-(N'-hydroxycarbamimidoyl)-[1,1'-biphenyl]-3-yl)pyridin-3-yl)methyl)pentanamido)-3-methylbutanoate 2,2,2-trifluoroacetate